(3-nitro-1H-pyrazol-5-yl)methanol [N+](=O)([O-])C1=NNC(=C1)CO